1,9-dibromo-decane BrCCCCCCCCC(C)Br